((S)-1-(4-(methylsulfonyl)phenyl)ethyl)-2-((R)-3-(3-(trifluoromethyl)phenoxy)pyrrolidin-1-yl)propanamide CS(=O)(=O)C1=CC=C(C=C1)[C@H](C)C(C(=O)N)(C)N1C[C@@H](CC1)OC1=CC(=CC=C1)C(F)(F)F